CN(C)CCN(C)C N,N,N1,N1-tetramethylethylenediamine